1-benzyl-1'-(2,4-dinitrophenyl)-4,4'-bipyridyl C(C1=CC=CC=C1)N1C=CC(C=C1)=C1C=CN(C=C1)C1=C(C=C(C=C1)[N+](=O)[O-])[N+](=O)[O-]